FC1=CC(=C(C=C1)[C@@H](C)NC1=CC(=NC=2N1N=CC2)N2CCC(CC2)[C@@H]2CN(CCC2)C2CC(C2)(C(=O)O)C)C (1R,3r)-3-((R)-1'-(7-(((R)-1-(4-fluoro-2-methylphenyl)ethyl)amino)pyrazolo[1,5-a]pyrimidin-5-yl)-[3,4'-bipiperidin]-1-yl)-1-methylcyclobutane-1-carboxylic acid